C(C1=CC=CC=C1)OC1=C(N2C(C3=C(C=C(C=C13)Cl)C1=CC=CC=C1)=NC=N2)C(=O)OC Methyl 6-(benzyloxy)-8-chloro-10-phenyl-[1,2,4]triazolo[5,1-a]isoquinoline-5-carboxylate